methyl 4-amino-3-chloro-6-(4-chloro-2-fluoro-3-methoxyphenyl)pyridin-2-carboxylate NC1=C(C(=NC(=C1)C1=C(C(=C(C=C1)Cl)OC)F)C(=O)OC)Cl